C1(CCCCC1)C1=CC=C(C=C1)N(C1=CC=2C(C3=CC=CC=C3C2C=C1)(C)C)C1=CC=C(C=C1)C1CCCCC1 N,N-bis(4-cyclohexylphenyl)-9,9-dimethyl-9H-fluoren-2-amine